4-(2-fluorophenyl)-1-((4-hydroxy-1-(2-methyl-1,2,3,4-tetrahydronaphthalene-2-carbonyl)piperidin-4-yl)methyl)-N-isopropyl-N-methyl-6-oxo-1,6-dihydropyridine-3-carboxamide FC1=C(C=CC=C1)C=1C(=CN(C(C1)=O)CC1(CCN(CC1)C(=O)C1(CC2=CC=CC=C2CC1)C)O)C(=O)N(C)C(C)C